2-((R,6E,10E)-16-fluoro-3-hydroxy-3,7,11,15-tetramethylhexadecane-6,10,14-trien-1-yl)-3,5,6-trimethylcyclohexa-2,5-diene-1,4-dione FCC(=CCC/C(=C/CC/C(=C/CC[C@@](CCC=1C(C(=C(C(C1C)=O)C)C)=O)(C)O)/C)/C)C